C12(CC3CC(CC(C1)C3)C2)[C@@H](C(=O)N2[C@@H](C[C@@H](C2)F)C#N)NC(OC(C)(C)C)=O Tert-butyl ((S)-1-((3S,5S,7S)-adamantan-1-yl)-2-((2S,4S)-2-cyano-4-fluoropyrrolidin-1-yl)-2-oxoethyl)carbamate